3,6-dichloro-4-fluoropyridazine ClC=1N=NC(=CC1F)Cl